ClC=1C2=CNN=C2C(=C(C1)C1=CC=C(C=C1)OCCN1CC2(C1)CC(C2)O)Cl 4,7-Dichloro-6-(4-(2-(6-hydroxy-2-azaspiro[3.3]heptan-2-yl)ethoxy)phenyl)-2H-indazol